7-methoxy-2-methyl-N-(5-methyl-6-(3-methylpiperazin-1-yl)pyridazin-3-yl)imidazo[1,2-a]pyridine-6-carboxamide hydrochloride Cl.COC1=CC=2N(C=C1C(=O)NC=1N=NC(=C(C1)C)N1CC(NCC1)C)C=C(N2)C